FC=1C=C(C=C(C1)F)[C@@H]1[C@H](C1)C=1C=2N(N=C(C1)C=1C(NC(NC1)=O)=O)C=CN2 5-(8-((1S,2S)-2-(3,5-difluorophenyl)cyclopropyl)imidazo[1,2-b]pyridazin-6-yl)pyrimidine-2,4(1H,3H)-dione